CC=1C=CC=C2N(CCN(C12)C(=O)OC(C)(C)C)C1=CC2=C(N=C(N=C2)SC)N(C1=O)C1CCOCC1 tertbutyl 8-methyl-4-(2-methylsulfanyl-7-oxo-8-tetrahydropyran-4-yl-pyrido[2,3-d]pyrimidin-6-yl)-2,3-dihydroquinoxaline-1-carboxylate